NC1=C(SC=2N=C(N=CC21)C)C(=O)NC2CC=1C=CC(=NC1CC2)N2CC1(OC(C(O1)(C)C)(C)C)C(C2)N 5-amino-N-(2-{9-amino-2,2,3,3-tetramethyl-1,4-dioxa-7-azaspiro[4.4]nonan-7-yl}-5,6,7,8-tetrahydroquinolin-6-yl)-2-methylthieno[2,3-d]pyrimidine-6-carboxamide